ClC=1C=C(C=CC1)NC(NC1=C(C(=O)NCCC)C=CC(=C1)OC)=O 2-[3-(3-chlorophenyl)ureido]-4-methoxy-N-propylbenzamide